N-(4-(1-(3-(cyanomethyl)-1-((3-cyanopropyl)sulfonyl)azetidin-3-yl)-1,2,3,6-tetrahydropyridin-4-yl)-1H-pyrrolo[2,3-b]pyridin-6-yl)cyclopropylcarboxamide C(#N)CC1(CN(C1)S(=O)(=O)CCCC#N)N1CCC(=CC1)C1=C2C(=NC(=C1)NC(=O)C1CC1)NC=C2